Cl.CN(CC=C)CC=C (methyl-diallylamine) hydrochloride